7-((3aS,4S,6R,6aR)-6-(((tert-butyldimethylsilyl)oxy)methyl)-2,2-dimethyltetrahydrofuro[3,4-d][1,3]dioxol-4-yl)pyrrolo[2,1-f][1,2,4]triazin-4-amine [Si](C)(C)(C(C)(C)C)OC[C@H]1O[C@H]([C@H]2[C@@H]1OC(O2)(C)C)C2=CC=C1C(=NC=NN12)N